di(1-menthyl) oxalate C(C(=O)OC1(CCC(CC1)C(C)C)C)(=O)OC1(CCC(CC1)C(C)C)C